N-[4-(bromoacetyl)pyridin-2-yl]acetamide BrCC(=O)C1=CC(=NC=C1)NC(C)=O